F[C@H]1[C@@H](O[C@@H]([C@H]1O)CO)N1C=NC=2C(O)=NC=NC12 2'-fluoro-2'-deoxyInosine